5-bromonicotinamide hydrochloride Cl.BrC=1C=NC=C(C(=O)N)C1